9-anthracenyl-(phenyl)methanone 2-(4-(2-((4-(Bis(2-hydroxydodecyl)amino)butyl)disulfaneyl)ethyl)piperazin-1-yl)ethyl-5-(bis(2-hydroxydecyl)amino)pentanoate OC(CN(CCCCSSCCN1CCN(CC1)CCOC(CCCCN(CC(CCCCCCCC)O)CC(CCCCCCCC)O)=O)CC(CCCCCCCCCC)O)CCCCCCCCCC.C1=CC=CC2=CC3=CC=CC=C3C(=C12)C(=O)C1=CC=CC=C1